1-(1-methylpiperidin-4-yl)-1H-1,2,3-triazol CN1CCC(CC1)N1N=NC=C1